(S)-N-(3-chlorophenyl)-4-((1-((4-cyanophenyl)amino)-1-oxopropan-2-yl)oxy)benzamide ClC=1C=C(C=CC1)NC(C1=CC=C(C=C1)O[C@H](C(=O)NC1=CC=C(C=C1)C#N)C)=O